tert-butyl (R)-6-(8-(benzo[d]thiazol-2-ylcarbamoyl)-3,4-dihydroisoquinolin-2(1H)-yl)-3-(3-(2-(8-(2-ethoxy-2-oxoethyl)-8-azaspiro[4.5]decan-2-yl)ethoxy)-2-methylphenyl)picolinate S1C(=NC2=C1C=CC=C2)NC(=O)C=2C=CC=C1CCN(CC21)C2=CC=C(C(=N2)C(=O)OC(C)(C)C)C2=C(C(=CC=C2)OCC[C@H]2CC1(CC2)CCN(CC1)CC(=O)OCC)C